(S)-2-(1,3-dibenzylimidazolidin-2-yl)-but-3-yne-1,2-diol C(C1=CC=CC=C1)N1C(N(CC1)CC1=CC=CC=C1)[C@](CO)(C#C)O